methyl 2-(4-cyclopropyl-6-methoxypyrimidin-5-yl)-6-(methylthio)-7H-purine-8-carboxylate C1(CC1)C1=NC=NC(=C1C1=NC(=C2NC(=NC2=N1)C(=O)OC)SC)OC